Cl\C(\C(=O)OCC)=N/NCC1=CC=C(C=C1)OC ethyl (Z)-2-chloro-2-(2-(4-methoxybenzyl)hydrazono)acetate